1-[2-cyano-4-(trifluoromethoxy)phenyl]-4-{2'-ethoxy-[2,3'-bipyridin]-5-yl}-N-[(3S)-1-methylpyrrolidin-3-yl]piperidine-4-carboxamide C(#N)C1=C(C=CC(=C1)OC(F)(F)F)N1CCC(CC1)(C(=O)N[C@@H]1CN(CC1)C)C=1C=CC(=NC1)C=1C(=NC=CC1)OCC